methyl 1-[4-(2-{5-chloro-2-oxo-1,2-dihydrospiro[indole-3,4'-piperidin]-1'-yl}ethoxy)benzene-sulfonyl]cyclopropane-1-carboxylate ClC=1C=C2C(=CC1)NC(C21CCN(CC1)CCOC1=CC=C(C=C1)S(=O)(=O)C1(CC1)C(=O)OC)=O